(2R,3S)-2-(3-(6-(4-fluorophenyl)-1H-benzo[d]imidazol-1-yl)propyl)piperidin-3-ol FC1=CC=C(C=C1)C=1C=CC2=C(N(C=N2)CCC[C@H]2NCCC[C@@H]2O)C1